(2S,4R)-1-(2-(3-acetyl-5-(pyridazin-4-yl)-1H-indol-1-yl)acetyl)-N-(3-chloro-2-(trifluoromethyl)phenyl)-4-fluoropyrrolidine-2-carboxamide C(C)(=O)C1=CN(C2=CC=C(C=C12)C1=CN=NC=C1)CC(=O)N1[C@@H](C[C@H](C1)F)C(=O)NC1=C(C(=CC=C1)Cl)C(F)(F)F